C(=O)C1(COC(OC1)(C)C)NC(OC(C)(C)C)=O tert-butyl 5-formyl-2,2-dimethyl-1,3-dioxane-5-ylcarbamate